9H-carbazole tetrafluoroborate F[B-](F)(F)F.C1=CC=CC=2C3=CC=CC=C3NC12